COCCOCC(=O)OC1CC(CCC1C(C)C)C menthyl (2-methoxyethoxy)acetate